3-[6-(1-methyl-1H-pyrazol-4-yl)pyrazolo[1,5-a]pyridin-3-yl]pyrrolidine-1-carboxylic acid tert-butyl ester C(C)(C)(C)OC(=O)N1CC(CC1)C=1C=NN2C1C=CC(=C2)C=2C=NN(C2)C